CN(CC(N)C1=CC=C(C=C1)C)C N',N'-dimethyl-1-(p-tolyl)ethane-1,2-diamine